2,6-dimethoxy-4-[5-(3-methyl-1,2,4-oxadiazol-5-yl)benzimidazol-1-yl]-N-(2,2,2-trifluoroethyl)benzamide COC1=C(C(=O)NCC(F)(F)F)C(=CC(=C1)N1C=NC2=C1C=CC(=C2)C2=NC(=NO2)C)OC